(S)-6-isocyanato-1-(1-(3-(trifluoromethoxy)phenyl)ethyl)quinoxalin-2(1H)-one N(=C=O)C=1C=C2N=CC(N(C2=CC1)[C@@H](C)C1=CC(=CC=C1)OC(F)(F)F)=O